N-(4-amino-2-tetrahydropyran-2-yl-pyrazolo[4,3-c]pyridin-7-yl)-N'-methyl-N'-[[4-(pentafluoro-sulfanyl)phenyl]methyl]oxamide NC1=NC=C(C=2C1=CN(N2)C2OCCCC2)NC(=O)C(=O)N(CC2=CC=C(C=C2)S(F)(F)(F)(F)F)C